(S)-7-(2-(4-(2,4-difluoro-5-(2-(methylsulfinyl)ethoxy)phenyl)piperazin-1-yl)ethyl)-2-(furan-2-yl)-7H-pyrazolo[4,3-e][1,2,4]triazolo[1,5-c]pyrimidin-5-amine FC1=C(C=C(C(=C1)F)OCC[S@@](=O)C)N1CCN(CC1)CCN1N=CC=2C=3N(C(=NC21)N)N=C(N3)C=3OC=CC3